C(CCCCCCCCCCCCCC)[N] pentadecyl-nitrogen